4-[4-(2-aminoethyl)phenyl]-3-[methoxy-(3-phenyl-1,2-oxazol-5-yl)methyl]benzonitrile NCCC1=CC=C(C=C1)C1=C(C=C(C#N)C=C1)C(C1=CC(=NO1)C1=CC=CC=C1)OC